(2-chloro-5-fluoropyrimidin-4-yl)-2-fluorobenzoic acid methyl ester COC(C1=C(C(=CC=C1)C1=NC(=NC=C1F)Cl)F)=O